4-bromo-3-fluoro-1-benzenesulfonyl-1H-indole BrC1=C2C(=CN(C2=CC=C1)S(=O)(=O)C1=CC=CC=C1)F